BrC=1C=NN2C1N=C(C=C2)N2[C@H](CCC2)C2=NC(=CC=C2F)F (R)-3-bromo-5-(2-(3,6-difluoropyridin-2-yl)pyrrolidin-1-yl)pyrazolo[1,5-a]pyrimidine